ClCC([C@H](C[C@H]1C(NCC1)=O)NC([C@H](CC(C)C)NC(OC1C(CCC1)CC1=CC=CC=C1)=O)=O)=O 2-Benzylcyclopentyl ((S)-1-(((S)-4-chloro-3-oxo-1-((S)-2-oxopyrrolidin-3-yl)butan-2-yl)amino)-4-methyl-1-oxopentan-2-yl)carbamate